N-Methyl-N-(6-methyl-1,2,3,4-tetrahydroisoquinolin-7-yl)acrylamide TFA salt OC(=O)C(F)(F)F.CN(C(C=C)=O)C1=C(C=C2CCNCC2=C1)C